BrC=1C=CC2=C(N(C=N2)C2=CC=C(C(=N2)N2N=C(C=C2C)C#N)C2OCCO2)C1 1-[6-(6-bromobenzimidazol-1-yl)-3-(1,3-dioxolan-2-yl)-2-pyridyl]-5-methyl-pyrazole-3-carbonitrile